tert-butyl 4-(2,5-difluoro-4-nitro-phenyl)piperazine-1-carboxylate FC1=C(C=C(C(=C1)[N+](=O)[O-])F)N1CCN(CC1)C(=O)OC(C)(C)C